C(C)(C)(C)OC([C@H](CC)OC1=C(C=C(C=C1)Cl)C1=NOCC1OCCCC)=O (2S)-2-[4-chloro-2-(4-butoxy-4,5-dihydroisoxazol-3-yl)phenoxy]butanoic acid tert-butyl ester